3-(4-(5-aminopentyl)-1-oxoisoindolin-2-yl)piperidine-2,6-dione NCCCCCC1=C2CN(C(C2=CC=C1)=O)C1C(NC(CC1)=O)=O